C(#N)C1=C(C=C(C=C1)C=1C(=C(C(=O)O)C=C(N1)N1CCC2(CNC2)CC1)C1=CC(=C(C=C1)OC)F)F 2-(4-cyano-3-fluorophenyl)-3-(3-fluoro-4-methoxyphenyl)-6-(2,7-diazaspiro[3.5]non-7-yl)isonicotinic acid